CC1=C(C=CC(=C1)C)C=1SC(=CN1)C1=NC(=NC=C1C(F)(F)F)NC1CCN(CC1)S(=O)(=O)C 4-[2-(2,4-dimethylphenyl)-1,3-thiazol-5-yl]-N-(1-methylsulfonylpiperidin-4-yl)-5-(trifluoromethyl)pyrimidin-2-amine